3-((4-((3-chloro-2-fluorophenyl)amino)-6-nitroquinazolin-7-yl)ethynyl)-3-methoxypyrrolidine-1-carboxylic acid tert-butyl ester C(C)(C)(C)OC(=O)N1CC(CC1)(OC)C#CC1=C(C=C2C(=NC=NC2=C1)NC1=C(C(=CC=C1)Cl)F)[N+](=O)[O-]